COB1OC(C2=C1C=CC(=C2)NC2=NC=C(C(=C2)N[C@H](CO)C2=CC=CC=C2)C2=NC(=NO2)C2=CC=NC=C2)(C)C (S)-2-((2-((1-methoxy-3,3-dimethyl-1,3-dihydrobenzo[c][1,2]oxaborol-5-yl)amino)-5-(3-(pyridin-4-yl)-1,2,4-oxadiazol-5-yl)pyridin-4-yl)amino)-2-phenylethan-1-ol